O=C1NC2=C(C3=CC=CC=C13)N(C1=CC3=C(C=C12)OCO3)CCCCCCCC(=O)NNCCC 8-(5-oxo-5,6-dihydro-12H-[1,3]dioxolo[4',5':5,6]indolo[3,2-c]isoquinolin-12-yl)-N'-propyloctanoic acid hydrazide